(S)-4-(4-(6-((4-cyano-2-fluorobenzyl)oxy)pyridin-2-yl)piperidin-1-yl)-1,2,3,4-tetrahydrobenzo[4,5]imidazo[1,2-a]pyridine-8-carboxylic acid C(#N)C1=CC(=C(COC2=CC=CC(=N2)C2CCN(CC2)[C@@H]2C=3N(CCC2)C2=C(N3)C=CC(=C2)C(=O)O)C=C1)F